OC1(CN(C1)C(=O)OCCCC)C1=C2C(OCC2)=CC2=C1OCC2 Butyl 3-hydroxy-3-(2,3,6,7-tetrahydrobenzo[1,2-b:4,5-b']difuran-4-yl)azetidine-1-carboxylate